4-((4-aminophenyl)thio)-3-ethylaniline NC1=CC=C(C=C1)SC1=C(C=C(N)C=C1)CC